1-(benzylsulfonyl)-3-((dimethylamino)methyl)-4-(3-methoxyphenyl)piperidin-4-ol C(C1=CC=CC=C1)S(=O)(=O)N1CC(C(CC1)(O)C1=CC(=CC=C1)OC)CN(C)C